Cl.[C@H]12CNC[C@@H]2C1C1=NO[C@]2([C@@H]1CCC2)C (3aR,6aR)-3-[(1R,5S,6r)-3-azabicyclo[3.1.0]hex-6-yl]-6a-methyl-4,5,6,6a-tetrahydro-3aH-cyclopenta[d][1,2]oxazole hydrochloride